CN(C1=C(C=C(C(=C1)OC)NC1=NC=CC(=N1)C1=CN(C2=CC=CC=C12)C)NC(\C=C\CN1CCCC1)=O)C (E)-N-(2-(dimethylamino)-4-methoxy-5-((4-(1-methyl-1H-indol-3-yl)pyrimidin-2-yl)amino)phenyl)-4-(pyrrolidin-1-yl)but-2-enamide